C(C)(C)(C)OC(NCC=1C=NC(=CC1)OC1=C(C=CC=C1)F)=O ((6-(2-fluorophenoxy)pyridin-3-yl)methyl)carbamic acid tert-butyl ester